FC1=C(C=CC(=C1)F)C=CC(=O)N[C@H](CC)C1=CC(=CC=C1)N1CCOCC1 |r| (±)-3-(2,4-Difluoro-phenyl)-N-[1-(3-morpholin-4-yl-phenyl)-propyl]-acrylamide